(11S)-6-chloro-4-methylsulfonyl-9,13-dioxa-1,3,5-triazatricyclo[9.5.0.02,7]hexadeca-2,4,6-triene ClC=1N=C(N=C2N3CCCOC[C@H]3COCC12)S(=O)(=O)C